FC(OCC12CNCC(CC1)N2C(=O)[O-])F 1-[(difluoromethoxy)methyl]-3,8-diazabicyclo[3.2.1]octane-8-carboxylate